(2S,4R)-4-[(1H-indol-6-yl)methoxy]-N,N-dimethylpyrrolidine-2-carbothioamide Tert-butyl-(2S,4R)-2-(dimethylcarbamothioyl)-4-[(1H-indol-6-yl)methoxy]pyrrolidine-1-carboxylate C(C)(C)(C)OC(=O)N1[C@@H](C[C@H](C1)OCC1=CC=C2C=CNC2=C1)C(N(C)C)=S.N1C=CC2=CC=C(C=C12)CO[C@@H]1C[C@H](NC1)C(N(C)C)=S